ClC(C1=NC(=NO1)C1=CC=C(CN(C=2C(C(C2NC2=CC=CC=C2)=O)=O)C)C=C1)(F)F 3-((4-(5-(chlorodifluoromethyl)-1,2,4-oxadiazol-3-yl)benzyl)(methyl)amino)-4-(phenylamino)cyclobut-3-ene-1,2-dione